γ-glutamyl-S-(1-propenyl)cysteine N[C@@H](CCC(=O)N[C@@H](CSC=CC)C(=O)O)C(=O)O